FC1=C(C=CC(=C1)F)[N+](=O)[O-] 2,4-Difluoro-1-nitrobenzene